CC1CNC2C(O1)CC=1C=C(C=CC12)C(C(F)(F)F)(F)F methyl-7-(perfluoroethyl)-2,3,4,4a,9,9a-hexahydroindeno[2,1-b][1,4]oxazine